CC1=C(C2=C(N=N1)SC1=C2N=CN=C1N1C=C2C=CC(=CC2=C1)C(C)(C)O)C 2-[2-(3,4-dimethylpyrimido[4',5':4,5]thieno[2,3-c]pyridazin-8-yl)isoindol-5-yl]propan-2-ol